(1R,2S,5S)-N-(benzofuran-6-ylmethyl)-N-(4,4-difluorocyclohexyl)-3-tosyl-3-azabicyclo[3.1.0]hexane-2-carboxamide O1C=CC2=C1C=C(C=C2)CN(C(=O)[C@@H]2[C@@H]1C[C@@H]1CN2S(=O)(=O)C2=CC=C(C)C=C2)C2CCC(CC2)(F)F